ClC=1C(=CC2=C(C=3N([C@@H](CO2)C(C)C)C=C(C(C3)=O)C(=O)OCC)C1)OS(=O)(=O)C(F)(F)F ethyl (R)-2-chloro-7-isopropyl-11-oxo-3-(((trifluoromethyl)sulfonyl)oxy)-6,7-dihydro-11H-benzo[f]pyrido[1,2-d][1,4]oxazepine-10-carboxylate